6-chloro-7-cyclopropoxy-1H-indole-3-sulfonyl Chloride ClC1=CC=C2C(=CNC2=C1OC1CC1)S(=O)(=O)Cl